N1=CC(=CC=C1)C=1C=C(C=C(C1)C=1C=NC=CC1)C1=CC(=CC=C1)C1=CC(=CC(=C1)C=1C=NC=CC1)C=1C=NC=CC1 3,3'',5,5''-tetra(pyridine-3-yl)-1,1':3',1''-terphenyl